1-(6-(aminomethyl)spiro[3.3]hept-2-yl)-3-(4-chlorobenzyl)urea NCC1CC2(CC(C2)NC(=O)NCC2=CC=C(C=C2)Cl)C1